C12CCCC1C2 bicyclo[3.0.1]hexane